N-cyano-N'-(3-methyl-4-phenoxyphenyl)(methylsulfanyl)methanimidamide C(#N)NC(=NC1=CC(=C(C=C1)OC1=CC=CC=C1)C)SC